NC(C)C=1C=C(C=C2C(N(C(=NC12)C1=CC=NC=C1)C)=O)C 8-(1-aminoethyl)-3,6-dimethyl-2-(pyridin-4-yl)quinazolin-4(3H)-one